(6aR,9R)-5-bromo-N,N-diethyl-4-isobutyryl-7-methyl-4,6,6a,7,8,9-hexahydroindolo[4,3-fg]quinoline-9-carboxamide BrC=1N(C2=CC=CC=3C4=C[C@H](CN([C@@H]4CC1C32)C)C(=O)N(CC)CC)C(C(C)C)=O